C(C1=CC=CC=C1)SC1=CC(=C(C=C1)[N+](=O)[O-])F 4-Benzylsulfanyl-2-fluoro-1-nitro-benzene